5-chloro-2-((1-methyl-1H-pyrazol-4-yl)amino)pyrimidin ClC=1C=NC(=NC1)NC=1C=NN(C1)C